(R)-19,19-difluoro-1-(trityloxy)nonadecan-2-ol FC(CCCCCCCCCCCCCCCC[C@H](COC(C1=CC=CC=C1)(C1=CC=CC=C1)C1=CC=CC=C1)O)F